5-chloro-1-methyl-1H-pyrrolo[2,3-c]pyridin-2-ylboronic acid ClC=1C=C2C(=CN1)N(C(=C2)B(O)O)C